C[C@H]1C[C@]2([C@H]([C@H]1OC(=O)C)/C=C(/CC[C@H]3[C@H](C3(C)C)/C=C(/C2=O)\\C)\\C)OC(=O)C The molecule is a lathyrane diterpenoid isolated from the roots of Euphorbia micractina. It is a lathyrane diterpenoid and an acetate ester.